5-chloro-2-(2-methylpyrazol-3-yl)thieno[2,3-b]pyridine-3-carbonitrile ClC=1C=C2C(=NC1)SC(=C2C#N)C=2N(N=CC2)C